ClC1=C(C2=C(NC(=N2)[C@]2(N(CCC2)C(=O)C2=C(C=CC(=C2)OC([2H])([2H])[2H])N2N=CC=N2)C)C=C1)C (S)-(2-(5-chloro-4-methyl-1H-benzo[d]imidazol-2-yl)-2-methylpyrrolidin-1-yl)(5-(methoxy-d3)-2-(2H-1,2,3-triazol-2-yl)phenyl)methanone